(S)-8-(3,3-difluoro-4-((6-(trifluoromethyl)pyrimidin-4-yl)oxy)pyrrolidin-1-yl)-6-(2,4-dimethoxypyrimidin-5-yl)-3-fluoroimidazo[1,2-b]pyridazine FC1(CN(C[C@@H]1OC1=NC=NC(=C1)C(F)(F)F)C=1C=2N(N=C(C1)C=1C(=NC(=NC1)OC)OC)C(=CN2)F)F